2,6-dinonyl-4-methyl-phenol C(CCCCCCCC)C1=C(C(=CC(=C1)C)CCCCCCCCC)O